(R)-1-(2-(5-((2S,5R)-5-amino-2-methylpiperidine-1-carbonyl)-7-methoxy-1-methyl-1H-benzo[d]imidazol-2-yl)-1-(cyclopropylmethyl)-1H-pyrrolo[2,3-b]pyridin-6-yl)-5-methylpyrrolidin-2-one N[C@@H]1CC[C@@H](N(C1)C(=O)C1=CC2=C(N(C(=N2)C2=CC=3C(=NC(=CC3)N3C(CC[C@H]3C)=O)N2CC2CC2)C)C(=C1)OC)C